N(=[N+]=[N-])CCCC1=CC=CC(=N1)N1[C@H]2CN([C@@H](C1)C2)/C=C/C(=O)C2=C(C=CC=C2)O (E)-3-[(1R,4R)-2-[6-(3-azidopropyl)-2-pyridyl]-2,5-diazabicyclo[2.2.1]heptan-5-yl]-1-(2-hydroxyphenyl)prop-2-en-1-one